7-(4-(2-(2-Aminopyridin-3-yl)-5-phenyl-3H-imidazo[4,5-b]pyridin-3-yl)benzyl)-2,7-diazaspiro[3.5]nonane-2-carbonitrile NC1=NC=CC=C1C1=NC=2C(=NC(=CC2)C2=CC=CC=C2)N1C1=CC=C(CN2CCC3(CN(C3)C#N)CC2)C=C1